O1C2=C(NCC1)C=NC=C2NC2=C(C(NC=C2)=O)C(=O)NC2=CC=C(C=C2)N2CCN(CC2)C 4-((3,4-Dihydro-2H-pyrido[4,3-b][1,4]oxazin-8-yl)amino)-N-(4-(4-methylpiperazin-1-yl)phenyl)-2-oxo-1,2-dihydropyridine-3-carboxamide